FC1=C(C=C(C=C1)F)C1N(CC(C1)([2H])[2H])C1=NC=2N(C=C1)N=CC2[N+](=O)[O-] 5-(2-(2,5-difluorophenyl)pyrrolidin-1-yl-4,4-d2)-3-nitropyrazolo[1,5-a]pyrimidine